1,2-bis(di-tert-pentylphosphomethyl)benzene C(C)(C)(CC)C(C1=C(C=CC=C1)C(P(=O)=O)(C(C)(C)CC)C(C)(C)CC)(P(=O)=O)C(C)(C)CC